5-(2,6-dimethoxyphenyl)-2-(thiophen-2-yl)-1H-imidazole COC1=C(C(=CC=C1)OC)C1=CN=C(N1)C=1SC=CC1